2-(2-ethoxyethoxy)ethylacetic acid C(C)OCCOCCCC(=O)O